2,3,7,8,12,13,17,18-octaethyl-21H,23H-porphyrin platinum (ii) [Pt+2].C(C)C1=C2NC(=C1CC)C=C1C(=C(C(=N1)C=C1C(=C(C(N1)=CC=1C(=C(C(N1)=C2)CC)CC)CC)CC)CC)CC